COC1=C(C=CC(=C1)N1CCN(CCC1)C)NC1=NC=NC(=C1)N1OCC[C@@H]1C1=CC=CC=C1 (R)-N-(2-methoxy-4-(4-methyl-1,4-diazepan-1-yl)phenyl)-6-(3-phenylisoxazolidin-2-yl)pyrimidine-4-amine